N-(5-cyclopentyl-3-fluoropyridin-2-yl)-2-{[4-(2-fluoroethyl)-4H-1,2,4-triazol-3-yl]sulfanyl}-5-nitrobenzamide C1(CCCC1)C=1C=C(C(=NC1)NC(C1=C(C=CC(=C1)[N+](=O)[O-])SC1=NN=CN1CCF)=O)F